NC=1C=C(C=CC1OC)S(=O)(=O)CCO 2-[(3-amino-4-methoxyphenyl)sulfonyl]ethanol